CC1(CCC(CC1)C1=CC=C(NC(CN2CCCC2)C)C=C1)C 4-(4,4-dimethylcyclohexyl)-N-(1-(pyrrolidin-1-yl)propan-2-yl)aniline